Methyl (1S,4R)-4-[2-[(3,5-dichlorophenyl)carbamoyl]butanoylamino]cyclopent-2-ene-1-carboxylate ClC=1C=C(C=C(C1)Cl)NC(=O)C(C(=O)N[C@H]1C=C[C@H](C1)C(=O)OC)CC